5-hydroxy-3-methoxy-5,6,7,8-tetrahydronaphthalene-2-carbonitrile OC1C=2C=C(C(=CC2CCC1)C#N)OC